CC(CO)CCCCCCCC 2-methyl-1-decanol